3-{4-[3-(dimethylamino)prop-1-yn-1-yl]-2-fluorophenoxylpropyl}-1,3-thiazole-4-carboxylate CN(CC#CC1=CC(=C(OCCCN2CSC=C2C(=O)[O-])C=C1)F)C